COC1=C(C=CC=C1)[C@H](CN1C(N(C(C2=C1SC(=C2C)C=2OC=CN2)=O)CC2=NN=CN2)=O)OC2CCOCC2 1-[(2R)-2-(2-methoxyphenyl)-2-(oxacyclohex-4-yloxy)ethyl]-5-methyl-6-(1,3-oxazol-2-yl)-3-(4H-1,2,4-triazol-3-ylmethyl)-1H,2H,3H,4H-thieno[2,3-d]pyrimidine-2,4-dione